(4-Amino-1-methyl-1H-pyrazol-3-ylmethyl)-[1-(2-fluoro-6-methyl-phenyl)-piperidin-4-yl]-amine NC=1C(=NN(C1)C)CNC1CCN(CC1)C1=C(C=CC=C1C)F